C([C@]1(C)C(C)(C)[C@@H](C(=O)O)CC1)(=O)O trans-camphoric acid